1-(2-hydroxy-3-methyl-phenyl)-1-(3-methyl-4-hydroxyphenyl)hexadecane OC1=C(C=CC=C1C)C(CCCCCCCCCCCCCCC)C1=CC(=C(C=C1)O)C